N1=CC=C(C=C1)CN1N=C(C=C1)C1=C(SC=C1)C(=O)N (1-(pyridin-4-ylmethyl)-1H-pyrazol-3-yl)thiophene-2-carboxamide